(S)-dimethyl 4,5,7-trimethyl-6-(1-(4-(trifluoromethoxy)benzyl)-1H-naphtho[1,8-de][1,3,2]diazaborinin-2(3H)-yl)-1,3-dihydro-2H-indene-2,2-dicarboxylate CC1=C2CC(CC2=C(C(=C1C)B1N(C=2C3=C(N1)C=CC=C3C=CC2)CC2=CC=C(C=C2)OC(F)(F)F)C)(C(=O)OC)C(=O)OC